C1(CC1)N1C(C2=C(CC1)N(N=C2)CC(CN2C(C1=CC=CC=C1C2=O)=O)=CF)=O 2-(2-((5-cyclopropyl-4-oxo-4,5,6,7-tetrahydro-1H-pyrazolo[4,3-c]pyridin-1-yl)methyl)-3-fluoroallyl)isoindole-1,3-dione